1-biotinylpseudouridine C(CCCC[C@@H]1SC[C@@H]2NC(=O)N[C@H]12)(=O)N1C=C([C@H]2[C@H](O)[C@H](O)[C@@H](CO)O2)C(NC1=O)=O